FC=1C=C(C=CC1OC1=CC=C(C=C1)OC(F)(F)F)B1OC(C(O1)(C)C)(C)C 2-(3-fluoro-4-(4-(trifluoromethoxy)phenoxy)phenyl)-4,4,5,5-tetramethyl-1,3,2-dioxaborolane